ClC=1C=C(NC2(CCC3(C(=CC4=CC=CC=C34)C=3CCNCC3)CC2)C(=O)OC)C=CC1 methyl (1r,4r)-4-(3-chloroanilino)-2'-(1,2,3,6-tetrahydropyridin-4-yl)spiro[cyclohexane-1,1'-indene]-4-carboxylate